C(CCC)[Sn]CCCC dibutyltin